(1r,3r)-3-[4-[8-chloro-7-[(2-methyl-3H-benzimidazol-5-yl)oxy]quinoxalin-2-yl]pyrazol-1-yl]cyclobutanol ClC=1C(=CC=C2N=CC(=NC12)C=1C=NN(C1)C1CC(C1)O)OC1=CC2=C(N=C(N2)C)C=C1